ClC=1C=C(C=CC1)C(CO)NC(=O)C1=CN(C=C1)C1=CC(=NC=C1C)NC1COCC1 N-(1-(3-chloro-phenyl)-2-hydroxy-ethyl)-1-(5-methyl-2-((tetra-hydrofuran-3-yl)amino)pyridin-4-yl)-1H-pyrrole-3-carboxamide